C1=CC=CC=2C3=CC=CC=C3C(C12)COC(=O)N[C@@H](C(=O)O)CCNC(=O)OCC1C2=CC=CC=C2C=2C=CC=CC12 (R)-2,4-bis((((9H-fluoren-9-yl)methoxy)carbonyl)amino)butanoic acid